C1OCC12CCN(CC2)C2CCC(CC2)NC=2C=1C=C(N(C1C=CC2)CC(F)(F)F)C#CCNC2=C(C=C(C=C2)S(=O)(=O)C)OCC N-((1S,4S)-4-(2-oxa-7-azaspiro[3.5]nonan-7-yl)cyclohexyl)-2-(3-((2-ethoxy-4-(methylsulfonyl)phenyl)amino)prop-1-yn-1-yl)-1-(2,2,2-trifluoroethyl)-1H-indol-4-amine